N-(4-(4-amino-7-methyl-5-(4-(pyrimidin-2-yloxy)-3-(trifluoromethyl)phenyl)-7H-pyrrolo[2,3-d]pyrimidin-6-yl)phenyl)acrylamide NC=1C2=C(N=CN1)N(C(=C2C2=CC(=C(C=C2)OC2=NC=CC=N2)C(F)(F)F)C2=CC=C(C=C2)NC(C=C)=O)C